O=C1C2=CC=CC=C2S(=O)(=O)N1[Ca]N1C(=O)C2=CC=CC=C2S(=O)(=O)1 calcium saccharine